O[C@@H]1[C@H](CCC1)C1(OC(CCC1OC)CO)C(=O)N ((1S,2S)-2-hydroxycyclopentyl)-6-(hydroxymethyl)-3-methoxytetrahydro-2H-pyran-2-carboxamide